4-(ethoxy(methyl)phosphinyl)-2-acetoxybutyl cyanide C(C)OP(=O)(CCC(CC#N)OC(C)=O)C